FC(C=CC(C(C(F)(F)F)(F)F)(F)F)(F)F 1,1,1,4,4,5,5,6,6,6-decafluoro-2-hexene